(S,E)-N-(8-(methylamino)-5-(4-(2-methylmorpholino)styryl)-2,7-naphthyridin-3-yl)cyclopropanecarboxamide CNC=1N=CC(=C2C=C(N=CC12)NC(=O)C1CC1)\C=C\C1=CC=C(C=C1)N1C[C@@H](OCC1)C